methyl 8-bromo-2-[(4-methylbenzenesulfonyl)oxy]quinoxaline-5-carboxylate BrC1=CC=C(C=2N=CC(=NC12)OS(=O)(=O)C1=CC=C(C=C1)C)C(=O)OC